C(#N)C1=CC(=C(C=C1)COC1=CC=CC(=N1)C12CCN(CC2C1)CC=1N(C2=C(N1)C=CC(=C2)C(=O)OC)C[C@H]2OCC2)F Methyl 2-[(6-{6-[(4-cyano-2-fluorophenyl) methoxy] pyridin-2-yl}-3-azabicyclo[4.1.0]heptan-3-yl) methyl]-3-[(2S)-oxetan-2-ylmethyl]-1,3-benzodiazole-5-carboxylate